1H-benzo[d]imidazole-carboxylic acid N1C(=NC2=C1C=CC=C2)C(=O)O